C1(CC1)C1=C(C(=C(C(=O)OC)C(=C1)OC=1C(=NC(=CC1)F)C)C)C(F)(F)F methyl 4-cyclopropyl-6-((6-fluoro-2-methylpyridin-3-yl)oxy)-2-methyl-3-(trifluoromethyl)benzoate